N(=[N+]=[N-])C1CN(C2=CC=CC=C2C1)CC1=CC(=CC=C1)C(F)(F)F 3-azido-1-[[3-(trifluoromethyl)phenyl]methyl]-3,4-dihydro-2H-quinoline